ClC1=CC(=C(C=C1)C=1C2=C(N=C(N1)N1CC(OCC1)C(=O)NC)C(N(C(=N2)C)C)=O)F 4-(4-(4-chloro-2-fluorophenyl)-6,7-dimethyl-8-oxo-7,8-dihydropyrimido[5,4-d]pyrimidin-2-yl)-N-methylmorpholine-2-carboxamide